N-cyclopropyl-3-(6-((1-hydroxy-2-methylpropan-2-yl)amino)-5-(isoxazol-5-yl)pyridin-3-yl)-4-methylbenzamide C1(CC1)NC(C1=CC(=C(C=C1)C)C=1C=NC(=C(C1)C1=CC=NO1)NC(CO)(C)C)=O